O.C(CC(O)(C(=O)[O-])CC(=O)[O-])(=O)[O-].[K+].[K+].[K+] POTASSIUM CITRATE, MONOHYDRATE